C(#N)C=C1CCN(CC1)C(=O)OCCCC butyl 4-(cyanomethylene)piperidine-1-carboxylate